C1(=CC=CC=C1)C=1C(=C(C(=CC1C)C(C)(C)C)O)C(C)(C)C phenyl-2,6-di-tert-butyl-4-methylphenol